(±)-3-bromo-N-(3,4-dichlorophenyl)-6,7,8,9-tetrahydro-5H-6,9-epiminocyclohepta[c]pyridine BrC1=CC2=C(CN1C1=CC(=C(C=C1)Cl)Cl)C1CCC(C2)N1